OCCN1C(=NC=C1)[S] (1-(2-hydroxyethyl)-1H-imidazol-2-yl)sulfur